C(C(C(C(CC)O)O)O)O 1,2,3,4-hexantetrol